CN1CC2=CC(=CC(=C2CC1)C(F)(F)F)NC1=NC=C2C(=N1)N(N=C2)C2CCC(CC2)O (1s,4s)-4-(6-((2-methyl-5-(trifluoromethyl)-1,2,3,4-tetrahydroisoquinolin-7-yl)amino)-1H-pyrazolo[3,4-d]pyrimidin-1-yl)cyclohexan-1-ol